(S)-8-chloro-6-(((2-methyl-1-oxo-1,2-dihydroisoquinolin-5-yl)(1-(1-methylcyclopropyl)-1H-1,2,3-triazol-4-yl)methyl)amino)-4-(neopentylamino)quinoline-3-carbonitrile ClC=1C=C(C=C2C(=C(C=NC12)C#N)NCC(C)(C)C)N[C@H](C=1N=NN(C1)C1(CC1)C)C1=C2C=CN(C(C2=CC=C1)=O)C